ClC1=NC2=C3N=C(C=CC3=CC=C2C(=C1)C1=CC=CC=C1)C(C)C 2-chloro-9-isopropyl-4-phenyl-1,10-phenanthroline